N-(3-(2-(tert-butyl)-5-(2-((1-(methylsulfonyl)piperidin-4-yl)amino)pyrimidin-4-yl)thiazol-4-yl)-2-oxopyridin-1(2H)-yl)-2,6-difluorobenzenesulfonamide C(C)(C)(C)C=1SC(=C(N1)C=1C(N(C=CC1)NS(=O)(=O)C1=C(C=CC=C1F)F)=O)C1=NC(=NC=C1)NC1CCN(CC1)S(=O)(=O)C